O[C@@H](CC)C1=CC(=C(C=N1)C=1C=2N(C3=CC(=NC=C3C1)NC(=O)C1CC1)C=NN2)C N-(4-{6-[(1S)-1-hydroxypropyl]-4-methylpyridin-3-yl}-[1,2,4]triazolo[4,3-a]1,6-naphthyridin-8-yl)cyclopropanecarboxamide